C(C)(C)(C)C1=CC=C(C=C1)N(C(=O)[C@@H]1N(C[C@@H](C1)OC)C#N)C(C(=O)NC1CCC(CC1)(F)F)C=1C=NC=CC1 (2R,4R)-N-(4-(tert-butyl)phenyl)-1-cyano-N-(2-((4,4-difluorocyclohexyl)amino)-2-oxo-1-(pyridin-3-yl)ethyl)-4-methoxypyrrolidine-2-carboxamide